((S)-4-propenoyl-2-methylpiperazin-1-yl)-6-fluoro-7-(2-fluoro-6-hydroxyphenyl)-1-(2-isopropyl-6-methyl-4-(methylthio)pyridin-3-yl)pyrido[2,3-d]pyrimidin-2(1H)-one C(C=C)(=O)N1C[C@@H](N(CC1)C=1C2=C(N(C(N1)=O)C=1C(=NC(=CC1SC)C)C(C)C)N=C(C(=C2)F)C2=C(C=CC=C2O)F)C